C1(CC1)NC1=NC(=CC2=C1N(C=N2)C(C)C)C2=CC=C1C(=C2)N(C(C12CCN(CC2)C(C(=O)O)C)=O)C2CC(C2)N2CCCCC2 2-{6-[4-(cyclopropylamino)-3-(propan-2-yl)-3H-imidazo[4,5-c]pyridin-6-yl]-2-oxo-1-[(1s,3s)-3-(piperidin-1-yl)cyclobutyl]-1,2-dihydrospiro[indole-3,4'-piperidin]-1'-yl}propanoic acid